O=C1NC(CCC1N1C(C2=CC=C(C(=C2C1)F)C(=O)N[C@@H](C(F)(F)F)C1=C(C=CC=C1)OC(F)(F)F)=O)=O 2-(2,6-dioxopiperidin-3-yl)-4-fluoro-1-oxo-N-((R)-2,2,2-trifluoro-1-(2-(trifluoromethoxy)phenyl)ethyl)isoindoline-5-carboxamide